NC1=NNC(=C1C(=O)OCC)N ethyl 3,5-diamino-1H-pyrazol-4-carboxylate